N-(bis(3-(tributylsilyl)phenyl)phosphaneyl)-N-(1,2,3,4-tetrahydronaphthalen-2-yl)-1,1-bis(4-(tributylsilyl)phenyl)phosphanamine C(CCC)[Si](C=1C=C(C=CC1)P(N(P(C1=CC=C(C=C1)[Si](CCCC)(CCCC)CCCC)C1=CC=C(C=C1)[Si](CCCC)(CCCC)CCCC)C1CC2=CC=CC=C2CC1)C1=CC(=CC=C1)[Si](CCCC)(CCCC)CCCC)(CCCC)CCCC